CS(=O)(=O)N1CC=2C(CC1)=C(N(N2)C2=NC=CC=C2)O 6-(methylsulfonyl)-2-(pyridin-2-yl)-4,5,6,7-tetrahydro-2H-pyrazolo[3,4-c]pyridin-3-ol